FC(C)(F)C1=NC(=CC(=N1)NC1=CC(=NC=C1OCC1(CC1)COC)NC(C)=O)C N-(4-((2-(1,1-difluoroethyl)-6-methylpyrimidin-4-yl)amino)-5-((1-(methoxymethyl)cyclopropyl)methoxy)pyridin-2-yl)acetamide